N-(tert-butyl)-3-((2-((4-(4-((2-(2,6-dioxopiperidin-3-yl)-6-fluoro-1,3-dioxoisoindolin-5-yl)methyl)piperazin-1-yl)phenyl)amino)-5-methylpyrimidin-4-yl)amino)benzenesulfonamide C(C)(C)(C)NS(=O)(=O)C1=CC(=CC=C1)NC1=NC(=NC=C1C)NC1=CC=C(C=C1)N1CCN(CC1)CC=1C=C2C(N(C(C2=CC1F)=O)C1C(NC(CC1)=O)=O)=O